3-{[3-fluoro-2-(methylaminosulfonylamino)-4-pyridyl]methyl}-4-methyl-7-(1,2,4-triazin-3-yloxy)-3,4-dihydro-2H-1-oxa-3,5-diazanaphthalen-2-one FC=1C(=NC=CC1CN1C(OC2=CC(=CN=C2C1C)OC=1N=NC=CN1)=O)NS(=O)(=O)NC